BrC1=CC=C2C(=NNC(C2=C1)=O)CC 7-bromo-4-ethylphthalazin-1(2H)-one